1-(Trimethoxysilyl)-2-methylpropen CO[Si](C=C(C)C)(OC)OC